CS(=O)(=O)N1CCN(CC1)C1=CC(=NC=C1)NC=1SC2=NC(=CC=C2N1)C1=CN=NC=C1 N-(4-(4-(methylsulfonyl)-piperazin-1-yl)pyridin-2-yl)-5-(pyridazin-4-yl)-thiazolo[5,4-b]pyridin-2-amine